CC1(NCC1)C 2-methyl-2-methylazetidine